C1(CC1)S(=O)(=O)NC1=NC=CC(=N1)C(C(=O)NC1=C(C=C(C=C1)C1=NC(=CN=C1)OC(C)C)F)CC 2-(2-(cyclopropanesulfonylamino)pyrimidin-4-yl)-N-(2-fluoro-4-(6-isopropoxypyrazin-2-yl)phenyl)butanamide